4-((5-nitro-2-(pyridin-4-yl)phenyl)ethynyl)benzamide [N+](=O)([O-])C=1C=CC(=C(C1)C#CC1=CC=C(C(=O)N)C=C1)C1=CC=NC=C1